6-chloro-N-(4-fluoro-3-methoxy-phenyl)-1H-pyrazolo[3,4-b]pyridin-5-amine ClC1=C(C=C2C(=N1)NN=C2)NC2=CC(=C(C=C2)F)OC